3-amino-1-fluorocyclobutane-1-carboxylic acid NC1CC(C1)(C(=O)O)F